Methyl (Z)-4-(2-((1-(3-chlorophenyl)-2,5-dioxopyrrolidin-3-ylidene)methyl)phenoxy)benzoate ClC=1C=C(C=CC1)N1C(\C(\CC1=O)=C/C1=C(OC2=CC=C(C(=O)OC)C=C2)C=CC=C1)=O